2-(cyclohexylamino)acetamide C1(CCCCC1)NCC(=O)N